(S)-2-(2-oxopyrrolidin-1-yl)butaneamide O=C1N(CCC1)[C@H](C(=O)N)CC